[SiH3][N-][SiH3].[Na+] Sodium Bissilylamide